tert-Butyl 4-chloro-1H-indazole-5-carboxylate ClC1=C2C=NNC2=CC=C1C(=O)OC(C)(C)C